ClC1=C(C=2N=C(N=C3C2C(=N1)OCCN3[C@H](C)C=3C(=NC=CN3)N(CC3=CC=C(C=C3)OC)CC3=CC=C(C=C3)OC)S(=O)(=O)C)F (R)-3-(1-(5-chloro-4-fluoro-2-(methylsulfonyl)-8,9-dihydro-10H-7-oxa-1,3,6,10-tetraazacyclohepta[de]naphthalen-10-yl)ethyl)-N,N-bis(4-methoxybenzyl)pyrazin-2-amine